(R)-N-((S)-2-methoxy-1-(1-((2-(trimethylsilyl)ethoxy)methyl)-1H-imidazo[4,5-b]pyridin-5-yl)ethyl)-2-methylpropane-2-sulfinamide COC[C@H](C1=CC=C2C(=N1)N=CN2COCC[Si](C)(C)C)N[S@](=O)C(C)(C)C